[(Cyclopropylamino)methyl]cyclohexanamine hydrochloride Cl.C1(CC1)NCC1(CCCCC1)N